C=CC1=CC=CC=C1Cl Chlorostyrene